(1R,3S)-3-[3-({[3-(methoxymethyl)-1-methyl-1H-pyrazol-5-yl]carbonyl}-amino)-1H-pyrazol-5-yl]cyclopentyl [(2ξ)-4,4,4-trifluorobutan-2-yl]carbamate FC(CC(C)NC(O[C@H]1C[C@H](CC1)C1=CC(=NN1)NC(=O)C1=CC(=NN1C)COC)=O)(F)F